tert-butyl 3-(1H-pyrrolo[3,2-b]pyridin-3-yl)-2,5-dihydro-1H-pyrrole-1-carboxylate N1C=C(C2=NC=CC=C21)C=2CN(CC2)C(=O)OC(C)(C)C